7-(2,6-dimethyl-3-pyridyl)-2-[3-(6-methyl-2-pyridyl)-1H-pyrazol-4-yl]-1,5-naphthyridine CC1=NC(=CC=C1C1=CN=C2C=CC(=NC2=C1)C=1C(=NNC1)C1=NC(=CC=C1)C)C